C(C)(=O)N1C(CCC2=CC(=CC=C12)C1=CC=C(S1)CNC(CNC(OC(C)(C)C)=O)=O)C tert-butyl (2-(((5-(1-acetyl-2-methyl-1,2,3,4-tetrahydroquinolin-6-yl)thiophen-2-yl)methyl)amino)-2-oxoethyl)carbamate